N-[4-[2-[(3S)-2,6-dioxo-3-piperidyl]-1-oxo-isoindolin-5-yl]oxybutyl]-3-(1-methylimidazol-4-yl)-4-[[4-(trifluoromethyl)phenyl]methylamino]benzamide O=C1NC(CC[C@@H]1N1C(C2=CC=C(C=C2C1)OCCCCNC(C1=CC(=C(C=C1)NCC1=CC=C(C=C1)C(F)(F)F)C=1N=CN(C1)C)=O)=O)=O